C(=O)OC1=C(C=CC(=C1)C=1C=NNC1)C1=NC=C(N=C1)NC1CC(NC(C1)(C)C)(C)C 5-(1H-pyrazol-4-yl)-2-{5-[(2,2,6,6-tetramethylpiperidin-4-yl)amino]pyrazin-2-yl}phenol formate